C1=CC=C2C(=C1)C(=C(N2)S(=O)(=O)O)CCO The molecule is an indolyl alcohol that is tryptophol which is substituted by a sulfo group at position 2. It has a role as a plant metabolite. It is an indolyl alcohol and an organosulfonic acid. It derives from a tryptophol.